C(COCCC#N)OCCC#N 3-[1,2-ethanediylbis(oxy)]dipropionitrile